2,4-bis(2,2,2-trifluoroethyl)-2,4,6,6-tetrafluorocyclotriphosphazene FC(CP1(=NP(=NP(=N1)(F)CC(F)(F)F)(F)F)F)(F)F